ClC(C(C(C(C(=O)OOC(C(C(C(C(C(F)(F)F)(Cl)Cl)F)(F)F)(F)F)=O)(F)F)(F)F)F)(C(F)(F)F)Cl di-chloro-octafluorohexanoyl peroxide